2-methyl-5-(trifluoromethyl)pyrazole-3-carboxamide ethyl-5-(4-bromo-2-nitrophenyl)-1-methyl-1H-pyrazole-4-carboxylate C(C)OC(=O)C=1C=NN(C1C1=C(C=C(C=C1)Br)[N+](=O)[O-])C.CN1N=C(C=C1C(=O)N)C(F)(F)F